(+)-2-[[acetoxy-4-methoxy-pyridine-2-carbonyl]amino]propionic acid C(C)(=O)OC=1C(=NC=CC1OC)C(=O)NC(C(=O)O)C